CN(CCN(C(=O)OC(C(=O)OCCCCCCCC\C=C/C\C=C/CCCCC)CCC(=O)OCCCCCCCC\C=C/C\C=C/CCCCC)C)C Di((9Z,12Z)-octadeca-9,12-dien-1-yl) 2-(((2-(dimethylamino)ethyl)(methyl)carbamoyl)oxy)-pentanedioate